1-[4-(4-chlorophenoxy)-2-trifluoromethylphenyl]-2-[1,2,4]-triazol-1-yl-ethanone ClC1=CC=C(OC2=CC(=C(C=C2)C(CN2N=CN=C2)=O)C(F)(F)F)C=C1